4-[4-(4-pyridinyl)-1-(2-trimethylsilylethoxymethyl)pyrazol-3-yl]phenol N1=CC=C(C=C1)C=1C(=NN(C1)COCC[Si](C)(C)C)C1=CC=C(C=C1)O